C(C1=CC=C(C=C1)OC)(=O)OCC[C@H](CC\C=C(\CCC=C(C)C)/C)C (S,E)-3,7,11-trimethyl-6,10-dodecadienyl anisate